chloro-2-fluoro-4-iodopyridine ClC=1C(=NC=CC1I)F